4-hydroxy-3-methylbut-2-enol diphosphate P(O)(=O)(OP(=O)(O)O)OCC=C(CO)C